C(C)SC=1C=C(NCC2=CC=C(C=C2)F)C=C(C1[N+](=O)[O-])C 3-(Ethylsulfanyl)-N-(4-fluorobenzyl)-5-methyl-4-nitroaniline